ClC=1C=CC(=NC1)C1(OC2=C(O1)C=CC(=C2C2[C@@H]1CN(C[C@H]21)C(=O)OC(C)(C)C)F)C tert-Butyl (1R,5S,6s)-6-(2-(5-chloropyridin-2-yl)-5-fluoro-2-methylbenzo[d][1,3]dioxol-4-yl)-3-azabicyclo[3.1.0]hexane-3-carboxylate